FC(C(=O)O)(F)F.ClC1=CC2=C(C(=N1)NCC(=O)O)C=NN2C2=C(C=CC(=C2)Cl)OC (6-Chloro-1-(5-chloro-2-methoxyphenyl)-1H-pyrazolo[4,3-c]pyridin-4-yl)glycine trifluoroacetate